C(C)N[C@H]1CN(CC1)C=1N=CC(=NC1)C(=O)NC=1C(=CC=2N(C1)C=C(N2)C)OC (R)-5-(3-(ethylamino)pyrrolidin-1-yl)-N-(7-methoxy-2-methylimidazo[1,2-a]pyridin-6-yl)pyrazine-2-carboxamide